N-((2-(1,3-dimethyl-2-oxo-6-thioxo-1,2,3,6-tetrahydro-7H-purin-7-yl)ethyl)carbamoyl)methanesulfonamide CN1C(N(C=2N=CN(C2C1=S)CCNC(=O)NS(=O)(=O)C)C)=O